C1(CCCCC1)COC(=O)C1CC2C(CC1)O2 cyclohexylmethyl-3,4-epoxycyclohexylcarboxylate